2-[3-Fluoro-4-(methylcarbamoyl)anilino]-2-methyl-propionic acid FC=1C=C(NC(C(=O)O)(C)C)C=CC1C(NC)=O